C1(CC1)C=1C(=NN2C1C1=C(SC3=C1NC[C@H](NC3=O)C)C=C2)O (R)-1-cyclopropyl-2-hydroxy-10-methyl-9,10,11,12-tetrahydro-8H-pyrazolo[1'',5'':1',2']pyrido[3',4':4,5]thieno[3,2-e][1,4]diazepin-8-one